5-chloro-7-methylpyrido[3,4-b]pyrazine ClC1=NC(=CC=2C1=NC=CN2)C